(E)-2-benzoyl-3-phenylbut-2-enenitrile C(C1=CC=CC=C1)(=O)\C(\C#N)=C(/C)\C1=CC=CC=C1